tert-Butyl (1S,3S,4S)-5-oxo-3-{6-[2-(2,2,2-trifluoroethyl)-5-(trifluoromethyl)thieno[2,3-b]pyridin-4-yl]-2,6-diazaspiro[3.3]heptane-2-carbonyl}-2-azabicyclo[2.2.2]octane-2-carboxylate O=C1[C@@H]2[C@H](N([C@H](C1)CC2)C(=O)OC(C)(C)C)C(=O)N2CC1(C2)CN(C1)C1=C2C(=NC=C1C(F)(F)F)SC(=C2)CC(F)(F)F